ClC=1C=C2C(C(NC2=CC1)=O)=NN=C1SCC(N1C1=CC=C(C=C1)Br)=O 5-chloro-3-(2-(3-(4-bromophenyl)-4-oxothiazolidine-2-ylidene)hydrazono)-1H-indol-2-one